(1-methylazetidin-2-yl)methanamine CN1C(CC1)CN